FC(CC1=NOC(=C1)C=O)F 3-(2,2-difluoroethyl)isoxazole-5-carbaldehyde